5-((1-(cyclopropanecarbonyl)-4-hydroxypiperidin-4-yl)methyl)-1-(2'-(2-(dimethylamino)ethylamino)biphenyl-4-yl)-1H-pyrazolo[3,4-d]pyrimidin-4(5H)-one C1(CC1)C(=O)N1CCC(CC1)(O)CN1C=NC2=C(C1=O)C=NN2C2=CC=C(C=C2)C2=C(C=CC=C2)NCCN(C)C